ClC=1C(=NC(=C(C1)F)C1=CC=C(C=C1)S(=O)(=O)C)C(=O)OC Methyl 3-chloro-5-fluoro-6-(4-(methylsulfonyl) phenyl)picolinate